N-(1-(cyclopropylsulfonyl)piperidin-4-yl)-4-(1H-imidazol-4-yl)-5-(trifluoromethyl)pyrimidin-2-amine C1(CC1)S(=O)(=O)N1CCC(CC1)NC1=NC=C(C(=N1)C=1N=CNC1)C(F)(F)F